3-isocyanato-2-isopropyl-4-(methylthio)pyridine N(=C=O)C=1C(=NC=CC1SC)C(C)C